tert-butyl (1r,5S)-3-(7-bromo-2-chloro-8-fluoro-6-(methyl-d3) quinazolin-4-yl)-3,8-diazabicyclo[3.2.1]octane-8-carboxylate BrC1=C(C=C2C(=NC(=NC2=C1F)Cl)N1C[C@H]2CC[C@@H](C1)N2C(=O)OC(C)(C)C)C([2H])([2H])[2H]